NC1(C2(CC3CC(CC1C3)C2)C23CC1CC(CC(C2)C1)C3)N diamino-1,1'-biadamantane